CC(CCCCCC)P(OCC(CCCC)CC)([O-])=O.[Nd+3].C(C)C(COP([O-])(=O)C(CCCCCC)C)CCCC.C(C)C(COP([O-])(=O)C(CCCCCC)C)CCCC neodymium (2-ethylhexyl) (1-methylheptyl)phosphonate